{1-[1-(3-fluoro-4-quinolin-7-ylbenzoyl)piperidin-4-yl]-3-[4-(7H-pyrrolo[2,3-d]pyrimidin-4-yl)-1H-pyrazol-1-yl]azetidin-3-yl}acetonitrile FC=1C=C(C(=O)N2CCC(CC2)N2CC(C2)(N2N=CC(=C2)C=2C3=C(N=CN2)NC=C3)CC#N)C=CC1C1=CC=C3C=CC=NC3=C1